3-((5-(3-(1-(cyclopropylsulfonyl)indolin-6-yl)-3H-imidazo[4,5-b]pyridin-5-yl)pyridin-2-yl)oxy)-N,N-dimethylpropan-1-amine C1(CC1)S(=O)(=O)N1CCC2=CC=C(C=C12)N1C=NC=2C1=NC(=CC2)C=2C=CC(=NC2)OCCCN(C)C